CC1(O[C@@H]([C@H](O1)C(O)(C1=CC=CC=C1)C1=CC=CC=C1)C(O)(C1=CC=CC=C1)C1=CC=CC=C1)C (4S,5S)-(2,2-dimethyl-1,3-dioxolan-4,5-diyl)bis(diphenylmethanol)